N[C@H]1C(N(CC1)[C@H](C(=O)O)[C@H](CC)C)=O (2S,3S)-2-[(3R)-3-amino-2-oxopyrrolidin-1-yl]-3-methylpentanoic acid